N-(3-(((2-((4-(4-(2-(2,4-dioxotetrahydropyrimidin-1(2H)-yl)benzyl)piperazin-1-yl)phenyl)amino)-5-(trifluoromethyl)pyrimidin-4-yl)amino)methyl)pyridin-2-yl)-N-methylmethanesulfonamide O=C1N(CCC(N1)=O)C1=C(CN2CCN(CC2)C2=CC=C(C=C2)NC2=NC=C(C(=N2)NCC=2C(=NC=CC2)N(S(=O)(=O)C)C)C(F)(F)F)C=CC=C1